C1(=CC=CC=C1)[Se]C(C(=O)C1=C(C=CC=C1)C)[Se]C1=CC=CC=C1 2,2-Bis(phenylselanyl)-1-(o-tolyl)ethan-1-one